COC=1C=C2C(=NC1)N(C=C2)[Si](C(C)C)(C(C)C)C(C)C 5-methoxy-1-triisopropylsilyl-pyrrolo[2,3-b]pyridine